(1-(5-methyl-1H-indol-3-yl)hexan-2-yl)-6-(4-methylpiperazin-1-yl)benzo[b]thiophene-2-carboxamide CC=1C=C2C(=CNC2=CC1)CC(CCCC)C=1C2=C(SC1C(=O)N)C=C(C=C2)N2CCN(CC2)C